3-(4-(trifluoromethyl)phenyl)prop-2-en-1-one FC(C1=CC=C(C=C1)C=CC=O)(F)F